BrC1=CC=C(C=C1)N1[C@@H](CN(CC1)C(C)C)C (R)-1-(4-bromophenyl)-4-isopropyl-2-methylpiperazine